BrC=1C=C(C=CC1)C(CCC(CN(C(OCC1=CC=CC=C1)=O)C)(C)C)(C(=O)NNC)C benzyl (5-(3-bromophenyl)-2,2,5-trimethyl-6-(2-methylhydrazineyl)-6-oxohexyl)(methyl)carbamate